2-(4-isopropylpiperazin-1-yl)-N-(6-(1-methyl-1H-1,2,3-triazol-4-yl)isoquinolin-3-yl)acetamide C(C)(C)N1CCN(CC1)CC(=O)NC=1N=CC2=CC=C(C=C2C1)C=1N=NN(C1)C